FC(C(=O)O)(F)F.ClC=1C=C(C=NC1OC)C=1C(=NC(=NC1)NC=1C=NN(C1)C)NC=1C=C(C=CC1F)NC(C=C)=O N-(3-((5-(5-chloro-6-methoxypyridin-3-yl)-2-((1-methyl-1H-pyrazol-4-yl)amino)pyrimidin-4-yl)amino)-4-fluorophenyl)acrylamide trifluoroacetate